2-chloro-3-[(4-{[(2Z)-imidazolidin-2-ylidene]carbamoyl}-2-methylsulfonylphenyl)amino]-N-(1-methylcyclopropyl)benzamide ClC1=C(C(=O)NC2(CC2)C)C=CC=C1NC1=C(C=C(C=C1)C(N=C1NCCN1)=O)S(=O)(=O)C